Hexane Carbonate C(O)(O)=O.CCCCCC